3,9-diazabicyclo[3.3.1]nonane-3-carboxylate C12CN(CC(CCC1)N2)C(=O)[O-]